bis(3,5,6-trimethylhexanoyl) peroxide CC(CC(=O)OOC(CC(CC(CC)C)C)=O)CC(CC)C